1-Hydroxyethane-1,1-diphosphonic acid tetrasodium salt [Na+].[Na+].[Na+].[Na+].OC(C)(P([O-])(=O)[O-])P([O-])(=O)[O-]